dimethoxyethyl-silicon COC(C[Si])OC